C1(=CC=CC=C1)CC1CN(CCC1)C(=O)N1CC=2N(CC1)C(=NN2)C(F)(F)F 3-(Phenylmethyl)-1-[3-(trifluoromethyl)-5H,6H,7H,8H-[1,2,4]triazolo[4,3-a]pyrazine-7-carbonyl]piperidine